ClC1=CC=C(C=C1)[C@@H](C)N1CCN(CC1)S(=O)(=O)C1=CC=C(C=C1)NC(NCC=1C=NC=CC1)=O 3-(4-{4-[(1R)-1-(4-chlorophenyl)ethyl]piperazine-1-sulfonyl}phenyl)-1-(pyridin-3-ylmethyl)urea